CC=1C=C(C(=O)O)C=C(C1)OC1COC1 3-methyl-5-(oxetan-3-yloxy)benzoic acid